Cl.NC(CO)(CO)CO 2-amino-2-hydroxymethyl-propane-1,3-diol hydrochloride